C(CCNC([C@H](O)C(C)(C)CO)=O)(=O)OCC Pantothenyl-ethylether